C1OCC12CCN(C2)C=2C=1N(C=CN2)N=C(C1)C=1C(NC(NC1)=O)=O 5-[4-(2-oxa-7-azaspiro[3.4]octan-7-yl)pyrazolo[1,5-a]pyrazin-2-yl]-1H-pyrimidine-2,4-dione